(R)-4-((4'-(3,4-dimethylpiperazin-1-yl)-2'-fluoro-5'-nitro-[1,1'-biphenyl]-3-yl)methyl)morpholine C[C@@H]1CN(CCN1C)C1=CC(=C(C=C1[N+](=O)[O-])C1=CC(=CC=C1)CN1CCOCC1)F